1-({8-[(2-methylbiphenyl-3-yl)amino]-1,7-naphthyridin-4-yl}methyl)piperidine-2-carboxylic acid CC1=C(C=CC=C1NC=1N=CC=C2C(=CC=NC12)CN1C(CCCC1)C(=O)O)C1=CC=CC=C1